(3aR,6aR)-4-((S)-2-Amino-3,3-dimethylbutanoyl)-N-((S)-1-amino-3-(6-methyl-2-oxo-1,2-dihydroquinolin-3-yl)-1-oxopropan-2-yl)hexahydro-2H-furo[3,2-b]pyrrole-5-carboxamide N[C@H](C(=O)N1[C@H]2[C@@H](CC1C(=O)N[C@H](C(=O)N)CC=1C(NC3=CC=C(C=C3C1)C)=O)OCC2)C(C)(C)C